CC1=C(C=CC=C1C)CC(=O)O 2,3-dimethylphenylacetic acid